(S)-2-phenyl-1-bromoethane-1,1,2-d3 C1(=CC=CC=C1)[C@@H](C([2H])([2H])Br)[2H]